ethyl 2-((5-(pyridin-4-yl)-1,3,4-thiadiazol-2-yl)methyl)oxazole-4-carboxylate N1=CC=C(C=C1)C1=NN=C(S1)CC=1OC=C(N1)C(=O)OCC